C(CCCC)OC(C(C(=O)OCCCCC)(CCC(C)C)CC1=CC=CC=C1)=O benzyl-isopentyl-malonic acid dipentyl ester